3-[3-bromo-4-[(2,4-difluorobenzyl)oxy]-6-methyl-2-oxopyridin-1(2H)-yl]-4-chlorobenzoic acid BrC=1C(N(C(=CC1OCC1=C(C=C(C=C1)F)F)C)C=1C=C(C(=O)O)C=CC1Cl)=O